NC1=CC=C(C=C1)C1=C(C(=C(C(=C1C1=CC=C(C=C1)N)C1=CC=C(C=C1)N)C1=CC=C(C=C1)N)C1=CC=C(C=C1)N)C1=CC=C(C=C1)N 1,2,3,4,5,6-hexa(4-aminophenyl)benzene